N-(4-Chlorophenyl)-2-{2-[4-oxoquinazolin-3(4H)-yl]acetyl}hydrazine ClC1=CC=C(C=C1)NNC(CN1C=NC2=CC=CC=C2C1=O)=O